BrC1=CN=C(S1)SC 5-Bromo-2-(methylthio)thiazole